BrCC#CC1=NC(=CC=C1)F 2-(3-bromoprop-1-yn-1-yl)-6-fluoropyridine